C(C(=O)[C@H]([C@@H](C(=O)C(=O)O)O)O)O The molecule is a diketoaldonic acid. It has a role as an Escherichia coli metabolite. It derives from a D-gluconic acid. It is a conjugate acid of a 2,5-didehydro-D-gluconate.